C1(=CC=CC=C1)OC(=O)N1C(CCC1)C(NC=1C=NC=CC1)=O 2-(pyridin-3-ylcarbamoyl)pyrrolidine-1-carboxylic acid phenyl ester